COC=1C(C(=O)OC)=CC(CC1OC)=S(=O)=O methyl 2,3-dimethoxy-5-sulfonylbenzoate